C1(CCCCC1)N(C(CC1(CCN(CC1)C1=NC(=CC=C1)C)C(=O)O)=O)C1=CC=CC=C1 4-(2-(cyclohexyl(phenyl)amino)-2-oxoethyl)-1-(6-methylpyridin-2-yl)piperidine-4-carboxylic acid